di-(p-iodophenyl)methylene(cyclopentadienyl)(octamethyloctahydrodibenzofluorenyl)zirconium dichloride [Cl-].[Cl-].IC1=CC=C(C=C1)C(=[Zr+2](C1(C(C(C(C2(C3C(=C4C=5C=CC=CC5CC4=C21)C=CCC3)C)(C)C)(C)C)(C)C)C)C3C=CC=C3)C3=CC=C(C=C3)I